FC=1C=C(C=CC1C)N1N=C2N=CN=C(C2=C1)N1C[C@@H](CCC1)C(=O)NCC1=CC=C(C=C1)SC (R)-1-(2-(3-fluoro-4-methylphenyl)-2H-pyrazolo[3,4-d]pyrimidin-4-yl)-N-(4-(methylthio)benzyl)piperidine-3-carboxamide